C12CNCC2N(C1)C(=O)N 3,6-diazabicyclo[3.2.0]heptane-6-carboxamide